FC1CCN(CC1)C(=O)C=1C=C2C(=NC1)C(=CN2)I (4-fluoropiperidin-1-yl)(3-iodo-1H-pyrrolo[3,2-b]pyridin-6-yl)methanone